ClCCOC1=CC=C(C=C1)C1=CC=CC=C1 2-chloro-4'-ethoxy-[1,1'-biphenyl]